C(C=C)(=O)N1C[C@@H](N(CC1)C=1C2=C(N(C(N1)=O)C1=C(C=CC=C1C)C(C)C)CC(N(C2)C)C2=C(C=CC=C2O)F)C 4-((S)-4-acryloyl-2-methylpiperazin-1-yl)-7-(2-fluoro-6-hydroxyphenyl)-1-(2-isopropyl-6-methylphenyl)-6-methyl-5,6,7,8-tetrahydropyrido[4,3-d]pyrimidin-2(1H)-one